NC=1N=NC(=CC1N1CC2CCC(C1)N2C2=NC=C(C=N2)C2CCN(CC2)C2CC1(C2)CCC(CC1)C(=O)O)C1=C(C=CC=C1)O 2-(4-(2-(3-(3-amino-6-(2-hydroxyphenyl)pyridazin-4-yl)-3,8-diazabicyclo[3.2.1]octan-8-yl)pyrimidin-5-yl)piperidin-1-yl)spiro[3.5]nonane-7-carboxylic acid